C(CCCCCCCCCCCCC(C)C)OC(C=C)=O.C(CCCCCCCCCCCCCCCCCCC)C(C(=O)O)=C.C(C=C)(=O)OCCCCCCCCCCCCCCCCCCCC eicosyl acrylate (icosyl acrylate) Isohexadecyl-acrylate